Cl.FC1=C(C=CC(=C1)C1NCCC1)C=1N=C2SC3=C(N2C1)C=CC(=C3)NC(=O)C3CCOCC3 N-(2-(2-fluoro-4-(pyrrolidin-2-yl)phenyl)benzo[d]imidazo[2,1-b]thiazol-7-yl)tetrahydro-2H-pyran-4-carboxamide hydrochloride